C(C)(C)(C)[C@@H]1CC=2C=C3C(=NC2CC1)SC(=C3)C(=O)N[C@H](CCNC3CCC(CC3)O)C3=CC=CC=C3 (6S)-6-tert-butyl-N-{(1R)-3-[(4-hydroxycyclohexyl)amino]-1-phenylpropyl}-5,6,7,8-tetrahydrothieno[2,3-b]quinoline-2-carboxamide